BrC(C)CCC(C)Br 2,5-dibromohexane